2-[1-(2-chloro-6-nitro-phenyl)-2-piperidyl]acetonitrile ClC1=C(C(=CC=C1)[N+](=O)[O-])N1C(CCCC1)CC#N